CC=1C(=NC=CC1)C1=C(C=CC=2C3=CC=CC=C3NC12)O (3-methyl-2-pyridyl)-2-hydroxycarbazole